(TMS)diazomethane [Si](C)(C)(C)C=[N+]=[N-]